C1(=CC=CC=C1)NC(NC1=C(C=CC=C1)NS(=O)(=O)C1=CC=CC=C1)=O N-(phenylureidophenyl)benzenesulfonamide